C1(CC1)C1=C(C(=NO1)C1=C(C=CC=C1Cl)Cl)CO[C@H]1[C@@H]2CN([C@H](C1)C2)C2=CC=C(C(=O)NS(=O)(=O)C)C=C2 4-[(1S,4S,5R)-5-{[5-cyclopropyl-3-(2,6-dichlorophenyl)-1,2-oxazol-4-yl]methoxy}-2-azabicyclo[2.2.1]heptan-2-yl]-N-methanesulfonyl-benzamide